1-fluoro-2,3-bis(chloromethyl)-4-methylsulfonyloxybenzene FC1=C(C(=C(C=C1)OS(=O)(=O)C)CCl)CCl